(5-chloro-2-methoxy-4-pyridyl)boronic acid ClC=1C(=CC(=NC1)OC)B(O)O